(2S)-2-(4-(4-(2-((tert-butyldimethylsilyl)oxy)ethyl)-5-methoxy-4,5-dihydropyrazine-2-carbonyl)-3,3-dimethylpiperazin-1-yl)-N-(5-(4-fluorophenoxy)pyrazin-2-yl)propanamide [Si](C)(C)(C(C)(C)C)OCCN1C=C(N=CC1OC)C(=O)N1C(CN(CC1)[C@H](C(=O)NC1=NC=C(N=C1)OC1=CC=C(C=C1)F)C)(C)C